COC(=O)C=1C=CC2=C(N(C(=N2)C(C)N2CCN(CC2)C2=NC(=CC=C2)OCC2=C(C=C(C=C2)Cl)F)C[C@H]2OCC2)C1 2-(1-(4-(6-((4-chloro-2-fluorobenzyl)oxy)pyridin-2-yl)piperazin-1-yl)ethyl)-1-(((S)-oxetan-2-yl)methyl)-1H-benzo[d]imidazole-6-carboxylic acid methyl ester